N[C@H]1[C@@H](CN(CC1)C1=C(C=NC2=CC=C(C=C12)C=1C(=C(C#N)C=C(C1F)F)O)C1=CC(=CC(=C1)C)F)OC 3-{4-[trans-4-Amino-3-methoxypiperidin-1-yl]-3-(3-fluoro-5-methylphenyl)chinolin-6-yl}-4,5-difluoro-2-hydroxybenzonitril